C1(CCCC2CC3CC=CC=C3C=C12)S(=O)(=O)[O-].[Na+] sodium octahydroanthracenesulphonate